5,7-Dimethyl-N-(4-(4,4,5,5-Tetramethyl-1,3,2-Dioxaborolan-2-yl)Phenyl)Pyrazolo[1,5-A]Pyrimidine-3-Carboxamide CC1=NC=2N(C(=C1)C)N=CC2C(=O)NC2=CC=C(C=C2)B2OC(C(O2)(C)C)(C)C